[Si](C)(C)(C(C)(C)C)OCC1=CC=CC(=N1)C(=O)OC methyl 6-(((tert-butyldimethylsilyl)oxy)methyl)picolinate